NCCNC(CCN(CC)CCN)=O N-(2-aminoethyl)-3-((2-aminoethyl)(ethyl)amino)propanamide